(2R)-2-[4-[4-(tert-butoxycarbonylamino)-2-chloro-phenyl]-2-oxo-chromen-7-yl]oxypropanoic acid C(C)(C)(C)OC(=O)NC1=CC(=C(C=C1)C1=CC(OC2=CC(=CC=C12)O[C@@H](C(=O)O)C)=O)Cl